tert-butyl 4-[1-methyl-2-(4-methylsulfonylphenyl)imidazo[4,5-c]pyridin-6-yl]piperidine-1-carboxylate CN1C(=NC=2C=NC(=CC21)C2CCN(CC2)C(=O)OC(C)(C)C)C2=CC=C(C=C2)S(=O)(=O)C